nickel-iron alloyl-nickel C(C=C)(=O)[Ni].[Fe].[Ni]